2,4-bis(2-hydroxy-4-butoxyphenyl)-6-(2,4-di-butoxyphenyl)-1,3,5-triazine OC1=C(C=CC(=C1)OCCCC)C1=NC(=NC(=N1)C1=C(C=C(C=C1)OCCCC)O)C1=C(C=C(C=C1)OCCCC)OCCCC